(2r,5s)-4-benzyl-2-ethyl-5-methylpiperazine-1-carboxylic acid tert-butyl ester C(C)(C)(C)OC(=O)N1[C@@H](CN([C@H](C1)C)CC1=CC=CC=C1)CC